N1(C=NC=C1)C1=CC=C(C(=N1)OC)NC(=O)C=1C(=NOC1C)C1=NC=CC=C1 N-(6-imidazol-1-yl-2-methoxy-3-pyridyl)-5-methyl-3-(2-pyridyl)isoxazole-4-carboxamide